[(2-(2'-fluoro-2-methylbiphenyl-3-yl)-5-{[(2-hydroxyethyl)amino]methyl}-1,3-benzoxazol-6-yl)oxy]acetonitrile FC1=C(C=CC=C1)C1=C(C(=CC=C1)C=1OC2=C(N1)C=C(C(=C2)OCC#N)CNCCO)C